3-((1-(3-cyclohexyl-1H-pyrazole-4-carbonyl)-4-hydroxy-3,3-dimethylpiperidin-4-yl)methyl)-6-(2-fluorophenyl)pyrimidin-4(3H)-one C1(CCCCC1)C1=NNC=C1C(=O)N1CC(C(CC1)(O)CN1C=NC(=CC1=O)C1=C(C=CC=C1)F)(C)C